FC(C1=NN2C(N=CC3=C2C(CC3C(=O)NC3=CC(=NC=C3)C(F)(F)F)(C)C)=C1)F 2-(difluoromethyl)-8,8-dimethyl-N-(2-(trifluoromethyl)pyridin-4-yl)-7,8-dihydro-6H-cyclopenta[e]pyrazolo[1,5-a]pyrimidine-6-carboxamide